C(C)OC(=O)C1C(=C(CCC1(C)C)C)C.CC=1C=CC(=C2C=CC=NC12)N[C@H]1CNCC1 (3R)-3-[(8-methyl-5-quinolyl)amino]Pyrrolidine ethyl-2,3,6,6-tetramethylcyclohex-2-enecarboxylate